FC1=C(C=CC=C1C[C@H]1[C@H](CCC2=CC=C(C(N12)=O)C(C)C)NC(C(=O)N(C)C)=O)C1=CC(=CC=C1)F |r| rac-N~2~-[(3S,4S)-4-[(2,3'-difluoro[1,1'-biphenyl]-3-yl)methyl]-6-oxo-7-(propan-2-yl)-1,3,4,6-tetrahydro-2H-quinolizin-3-yl]-N~1~,N~1~-dimethylethanediamide